FC=1C(=C(C=CC1)[C@H]1C2=C(NC(=C1C(=O)OC)CCF)COC2=O)CC(F)(F)F methyl (R)-4-(3-fluoro-2-(trifluoro ethyl)phenyl)-2-(fluoro ethyl)-5-oxo-1,4,5,7-tetrahydrofuro[3,4-b]pyridine-3-carboxylate